N[C@@H](CCC(=O)N[C@@H](CS)C(=O)O)C(=O)O L-γ-glutamyl-L-cysteine